C12CN(CC(N1)C2)C=2OC1=C(N2)C(=CC=C1C=1SC=CN1)OC1=C(C=C(C=N1)CO)C(F)(F)F (6-((2-(3,6-diazabicyclo[3.1.1]heptan-3-yl)-7-(thiazol-2-yl)benzo[d]oxazol-4-yl)oxy)-5-(trifluoromethyl)pyridin-3-yl)methanol